2-(4-chlorobenzyl)-N-mesityl-8-methyl-4,5-dihydro-2H-furo[2,3-g]indazole-7-carboxamide ClC1=CC=C(CN2N=C3C4=C(CCC3=C2)OC(=C4C)C(=O)NC4=C(C=C(C=C4C)C)C)C=C1